4-[6,7-dichloro-9-(cyanomethoxy)-10-(1H-pyrazol-4-yl)-3,4-dihydro-1H-pyrazino[1,2-a]indol-2-yl]-N,N-dimethyl-4-oxo-butanamide ClC1=C(C=C(C=2C(=C3N(C12)CCN(C3)C(CCC(=O)N(C)C)=O)C=3C=NNC3)OCC#N)Cl